2-[Cyclopropyl(methyl)amino]-N-(7-fluoro-2-formyl-indan-5-yl)acetamide C1(CC1)N(CC(=O)NC=1C=C2CC(CC2=C(C1)F)C=O)C